tert-Butyl 6-[[2-(6,8-dioxo-2,7-diazaspiro[4.6]undecan-2-yl)-1,3-benzothiazol-6-yl]amino]hexanoate O=C1C2(CCN(C2)C=2SC3=C(N2)C=CC(=C3)NCCCCCC(=O)OC(C)(C)C)CCCC(N1)=O